PYRIDYLAMINOACETIC ACID N1=C(C=CC=C1)NCC(=O)O